1-(4-(6-(2-(3-methylpyridin-2-ylamino)thiazol-4-yl)pyridin-3-yl)phenyl)cyclopropanecarboxylic acid CC=1C(=NC=CC1)NC=1SC=C(N1)C1=CC=C(C=N1)C1=CC=C(C=C1)C1(CC1)C(=O)O